O=C1OC(CN1C1=NC2=C(OCC(N2)=O)N=C1)CCNCC1CC=2C=C(C=C(C2C1)C#N)OCC=1C=NNC1 2-[[2-[2-oxo-3-(3-oxo-4H-pyrazino[2,3-b][1,4]oxazin-6-yl)-1,3-oxazolidin-5-yl]ethylamino]methyl]-6-(1H-pyrazol-4-ylmethoxy)-2,3-dihydro-1H-indene-4-carbonitrile